1-[(4-fluoro-2-isopropyl-phenyl)carbamothioyl]-3-[4-[4-[1-[4-(trifluoromethoxy)phenyl]-1H-1,2,4-triazol-3-yl]phenyl]butyl]urea FC1=CC(=C(C=C1)NC(=S)NC(=O)NCCCCC1=CC=C(C=C1)C1=NN(C=N1)C1=CC=C(C=C1)OC(F)(F)F)C(C)C